(1,4-diazabicyclo[3.2.2]nonan-4-yl)(3-(4-fluorophenyl)-3b,4,4a,5-tetrahydro-1H-cyclopropa[3,4]cyclopenta[1,2-c]pyrazol-1-yl)methanone N12CCN(C(CC1)CC2)C(=O)N2N=C(C1=C2CC2C1C2)C2=CC=C(C=C2)F